[Si](C)(C)(C(C)(C)C)OCC1=NC=C(C(=C1)N=C(C1=CC=CC=C1)C1=CC=CC=C1)F N-(2-(((tert-butyldimethylsilyl)oxy)methyl)-5-fluoropyridin-4-yl)-1,1-diphenylmethanimine